5-{6-[2-(4,6-Dichloro-2-cyano-indol-1-yl)-ethylamino]-pyrimidin-4-yl}-3-fluoro-thiophen ClC1=C2C=C(N(C2=CC(=C1)Cl)CCNC1=CC(=NC=N1)C1=CC(=CS1)F)C#N